(S)-2-((5-(4-(azetidine-1-carbonyl)phenyl)pyrimidin-2-yl)-amino)-6,6a,7,8-tetra-hydro-9H-pyrido[2,3-b]pyrrolo[1,2-d][1,4]oxazin-9-one N1(CCC1)C(=O)C1=CC=C(C=C1)C=1C=NC(=NC1)NC1=CC2=C(OC[C@H]3N2C(CC3)=O)N=C1